methyl 2-[[[4-cyano-7-(4-isopropylphenyl)-2,3-dihydrobenzofuran-5-yl]amino]methyl]prop-2-enoate C(#N)C1=C(C=C(C2=C1CCO2)C2=CC=C(C=C2)C(C)C)NCC(C(=O)OC)=C